FC1=C(C(=CC(=C1)C(F)(F)F)O)C1=NN=C(C2=CC=CC=C12)NCC(CO)O 3-[[4-[2-fluoro-6-hydroxy-4-(trifluoromethyl)phenyl]phthalazin-1-yl]amino]propane-1,2-diol